N-(4-((2,3-Dimethoxyphenyl)amino)-5-oxo-5,6-dihydro-1,6-naphthyridin-2-yl)cyclopropanecarboxamide Trifluoroacetic Acid Salt FC(C(=O)O)(F)F.COC1=C(C=CC=C1OC)NC1=CC(=NC=2C=CNC(C12)=O)NC(=O)C1CC1